3-[(3-Aminopropylamino)methyl]-N-[4-[4-[6-methyl-4-(trifluoromethyl)-2-pyridyl]piperazin-1-yl]sulfonylphenyl]benzamide NCCCNCC=1C=C(C(=O)NC2=CC=C(C=C2)S(=O)(=O)N2CCN(CC2)C2=NC(=CC(=C2)C(F)(F)F)C)C=CC1